O1C(C1)=COC1=CC=C(C=C1)C=1N=NSC1 4-[4-(oxiranyl-2-ylmethoxy)phenyl]-1,2,3-thiadiazole